(+-)-trans-N-(6,8-dichloro-2,7-naphthyridin-3-yl)-2-(1-tetrahydropyran-2-ylpyrazol-4-yl)cyclopropanecarboxamide ClC=1C=C2C=C(N=CC2=C(N1)Cl)NC(=O)[C@H]1[C@@H](C1)C=1C=NN(C1)[C@@H]1OCCCC1 |&1:23|